ethyl 2-amino-2-ethyl-hexanoate NC(C(=O)OCC)(CCCC)CC